1-{[6-({5-[(2-chloro-6-methylphenyl)carbamoyl]-1,3-thiazol-2-yl}amino)-2-methylpyrimidin-4-yl]amino}-3,6,9,12-tetraoxapentadecan-15-oic acid ClC1=C(C(=CC=C1)C)NC(=O)C1=CN=C(S1)NC1=CC(=NC(=N1)C)NCCOCCOCCOCCOCCC(=O)O